C1(CCCCC1)O[Si](O[Si](C)(C)OC1CCCCC1)(C)C 1,3-di-cyclohexoxy-1,1,3,3-tetramethyldisiloxane